N1C=NC2=C1C=CC(=C2)CNC=2C(=CC=CC2)C2=CC=C(C=C2)F N-[(1H-1,3-benzodiazol-5-yl)methyl]-4'-fluoro-[1,1'-biphenyl]-2-amine